ClC=1C=C(C=CC1)S(=O)(=O)N1C=C(C=C1C1=C(C=CC=C1)F)CNC 1-(1-((3-chlorophenyl)sulfonyl)-5-(2-fluorophenyl)-1H-pyrrol-3-yl)-N-methyl-methylamine